NC1=CC=C(C=N1)N1C[C@H](CCC1)N(CC1=CC(=NC=C1)OC)CC=1C(C2=CC(=C(C=3OC(CN(C1)C32)(C)C)F)F)=O 11-[[[(3S)-1-(6-amino-3-pyridyl)-3-piperidyl]-[(2-methoxy-4-pyridyl)methyl]amino]methyl]-6,7-difluoro-3,3-dimethyl-4-oxa-1-azatricyclo[7.3.1.05,13]trideca-5(13),6,8,11-tetraen-10-one